C(C)OC(CC1=C(C=C(C(=N1)C(=O)O)[N+](=O)[O-])C(F)(F)F)=O 6-(2-ethoxy-2-oxo-ethyl)-3-nitro-5-(trifluoromethyl)pyridine-2-carboxylic acid